BrC1=C(OC2=C(OC(C(=O)OC)OC)C=CC=C2)C=C(C(=C1)F)N1C(N(C(=CC1=O)C(F)(F)F)C)=O methyl 2-[2-[2-bromo-5-[3,6-dihydro-3-methyl-2,6-dioxo-4-(trifluoromethyl)-1(2H)-pyrimidinyl]-4-fluorophenoxy]phenoxy]-2-methoxyacetate